diethyl-acrylic acid ethyl-phosphite C(C)OP(O)O.C(C)C(=CC(=O)O)CC